t-butylamino(dimethyl)chlorosilane C(C)(C)(C)N[Si](Cl)(C)C